FC1=C(C=CC(=C1)C1=CC2=C(N=C(N=C2)N[C@@H]2CNC[C@H](C2)F)N(C1=O)CCO)NS(=O)(=O)CC1=C(C=CC=C1)F N-[2-Fluoro-4-[2-[[(3S,5S)-5-fluoro-3-piperidyl]amino]-8-(2-hydroxyethyl)-7-oxo-pyrido[2,3-d]pyrimidin-6-yl]phenyl]-1-(2-fluorophenyl)methanesulfonamide